(dimethylphosphoryl)-2-methylquinazolin CP(=O)(C)C1=NC(=NC2=CC=CC=C12)C